C1(CC1)NC1=NC=CC(=N1)OC1CNCC1 3-((2-(cyclopropylamino)pyrimidin-4-yl)oxy)pyrrolidin